4-((5-carbamoyl-2-oxo-4-phenylpyridin-1(2H)-yl)methyl)-4-hydroxy-3,3-dimethylpiperidine-1-carboxylic acid tert-butyl ester C(C)(C)(C)OC(=O)N1CC(C(CC1)(O)CN1C(C=C(C(=C1)C(N)=O)C1=CC=CC=C1)=O)(C)C